1-{6-[5-fluoro-2-methoxy-4-(6-methoxypyridazin-4-yl)phenyl]pyridazin-3-yl}-N-(1-methylcyclobutyl)pyrrolidin-3-amine FC=1C(=CC(=C(C1)C1=CC=C(N=N1)N1CC(CC1)NC1(CCC1)C)OC)C1=CN=NC(=C1)OC